3-(4-benzyl-phenyl)benzo[c]isoxazole-5-carboxylic acid C(C1=CC=CC=C1)C1=CC=C(C=C1)C1=C2C(=NO1)C=CC(=C2)C(=O)O